1-(6'-(difluoromethyl)-4-((2R,3S)-2-methyl-3-((methylsulfonyl)methyl)azetidin-1-yl)-[2,3'-bipyridin]-6-yl)-6-(4-methoxypyridin-3-yl)-4-methyl-1H-pyrazolo[4,3-c]pyridine FC(C1=CC=C(C=N1)C1=NC(=CC(=C1)N1[C@@H]([C@H](C1)CS(=O)(=O)C)C)N1N=CC=2C(=NC(=CC21)C=2C=NC=CC2OC)C)F